NC1=NN(C(=N1)S)C1=C(C=CC=C1)O 3-amino-5-mercapto-1,2,4-triazolylphenol